asparaginic acid N[C@@H](CC(N)=O)C(=O)O